O[C@H](CC)C1=CC(=C(C=N1)B(O)O)C (R)-(6-(1-hydroxypropyl)-4-methylpyridin-3-yl)boronic acid